C(C)(C)(C)C=1C=C(C=CC1)[C@@H]1C[C@H](NCC1)C |o1:10,12| (2R*,4S*)-4-(3-(tert-Butyl)phenyl)-2-methylpiperidine